C(C)(C)(C)C1N(CCC(C1)NC=1C=C(C=C2C=C(NC12)C1=CC=CC=C1)COC)C(=O)O.COCC=1C=C2C=C(NC2=C(C1)NC1CCN(CC1)C(=O)OC(C)(C)C)C1=CC=CC=C1 tert-Butyl 4-[[5-(methoxymethyl)-2-phenyl-1H-indol-7-yl]amino]-piperidine-1-carboxylate {tert-butyl 4-[[5-(methoxymethyl)-2-phenyl-1H-indol-7-yl]amino]piperidine-1-carboxylate}